CN(C(=O)C=1C=NN2C1CNCC2)C2(CC2)COC2=CC=C(C(=O)O)C=C2 4-((1-(N-methyl-4,5,6,7-tetrahydropyrazolo[1,5-a]pyrazine-3-carboxamido)cyclopropyl)methoxy)benzoic acid